C(C)OC=1C(=CC2=C(C(OC(=N2)C2=C(C=CC=C2)SC)=O)C1)OC 6-ethoxy-7-methoxy-2-(2-methylsulfanyl-phenyl)-3,1-benzoxazin-4-one